C1(CC1)N1CCC(CC1)NC=1C2=CC(=CC=C2N=C2CCCCC12)OC N-(1-cyclopropylpiperidin-4-yl)-7-methoxy-1,2,3,4-tetrahydroacridin-9-amine